3-(5-((4-(difluoro(6-methoxypyridin-2-yl)methyl)-1H-1,2,3-triazol-1-yl)methyl)-1-oxoisoindolin-2-yl)piperidine-2,6-dione FC(C=1N=NN(C1)CC=1C=C2CN(C(C2=CC1)=O)C1C(NC(CC1)=O)=O)(C1=NC(=CC=C1)OC)F